1-(4-isobutoxybenzyl)-3-(1-methylpiperidin-4-yl)urea C(C(C)C)OC1=CC=C(CNC(=O)NC2CCN(CC2)C)C=C1